((3S,6S)-6-((S)-1-(4-fluorophenyl)-1,2,3,4-tetrahydroisoquinoline-2-carbonyl)-3-(methoxymethyl)tetrahydro-2H-pyran-3-yl)carbamic acid tert-butyl ester C(C)(C)(C)OC(N[C@]1(CO[C@@H](CC1)C(=O)N1[C@H](C2=CC=CC=C2CC1)C1=CC=C(C=C1)F)COC)=O